ClC=1C(=C(C(=CC1)N1N=NN=C1)C=CC(=O)N1CC2=CC=CC=C2CC1)F 2-(3-(3-chloro-2-fluoro-6-(1H-tetrazole-1-yl)phenyl)acryloyl)-1,2,3,4-tetrahydroisoquinoline